(S)-3-methyl-N-(2,5-diaminopentyl)-5-(4-fluorophenyl)-1H-indole-2-carboxamide hydrochloride Cl.CC1=C(NC2=CC=C(C=C12)C1=CC=C(C=C1)F)C(=O)NC[C@H](CCCN)N